C(CC)(=O)[O-].C(CC)(=O)[O-].C(CC)(=O)[O-].[Li+].[Li+].[Li+] lithium tripropionate